The molecule is a prostanoid anion obtained by deprotonation of the three carboxy groups and protonation of the glutamyl alpha-amino group of (S)-PGJ2-S-glutathione conjugate; major species at pH 7.3. It derives from a prostaglandin J2(1-) and a glutathionate(1-). It is a conjugate base of a (S)-PGJ2-S-glutathione conjugate. CCCCC[C@@H](/C=C/[C@@H]1[C@H]([C@H](CC1=O)SC[C@@H](C(=O)NCC(=O)[O-])NC(=O)CC[C@@H](C(=O)[O-])[NH3+])C/C=C\\CCCC(=O)[O-])O